Tert-butyl N-[(Z)-4-(6-chloro-7-methyl-8-oxo-purin-9-yl)-3-fluoro-but-2-enyl]carbamate ClC1=C2N(C(N(C2=NC=N1)C/C(=C/CNC(OC(C)(C)C)=O)/F)=O)C